CC1CN(CC(N1CC=1N=NC=CC1)C)C1=C(C#N)C(=CC(=C1)CC(C)C)F 2-(3,5-dimethyl-4-(pyridazin-3-ylmethyl)piperazin-1-yl)-6-fluoro-4-isobutylbenzonitrile